ClC1=CNC=2C1=NC(=CC2CN2C[C@H](CCC2)C)C(=O)O (S)-3-chloro-7-((3-methylpiperidin-1-yl)methyl)-1H-pyrrolo[3,2-b]pyridine-5-carboxylic acid